BrC1=C(C(=CC(=C1)F)F)S(=O)(=O)NC=1C=C2C(=NC1)CNC2=O 2-Bromo-4,6-difluoro-N-(5-oxo-6,7-dihydro-5H-pyrrolo[3,4-b]pyridin-3-yl)benzenesulfonamide